[N+](=O)([O-])C1=C(C=CC=C1)N1C(C=CC1=O)=O N-(2-nitrophenyl)maleimide